[Fe].[Si].[Fe].[Co] cobalt-iron silicon iron